3-amino-1,5-naphthalenedisulfonic acid sodium [Na].NC=1C=C(C=2C=CC=C(C2C1)S(=O)(=O)O)S(=O)(=O)O